3-(4-Chloro-3,5-difluorophenyl)-N-(4-(morpholin-2-ylmethoxy)-3-(pyridazin-4-yl)-1H-pyrazol-5-yl)propanamide ClC1=C(C=C(C=C1F)CCC(=O)NC1=C(C(=NN1)C1=CN=NC=C1)OCC1CNCCO1)F